5-[1,2]dithiolan-3-yl-pentanoic acid [1-(4-fluoro-benzyl)-1H-indole-5-yl]-amide FC1=CC=C(CN2C=CC3=CC(=CC=C23)NC(CCCCC2SSCC2)=O)C=C1